carbonic acid 2-[1-(3,3-dimethyl-1-cyclopenten-1-yl) ethoxy]-2-methylpropyl ethyl ester C(C)OC(OCC(C)(C)OC(C)C1=CC(CC1)(C)C)=O